2,4,3',5'-tetramethoxystilbene COC1=C(C=CC(=C1)OC)C=CC1=CC(=CC(=C1)OC)OC